bis(2,2-di-tert-butylphenyl)pentaerythritol diphosphite OP(O)OP(O)O.C(C)(C)(C)C1(C(C=CC=C1)C(O)(C(CO)(CO)CO)C1C(C=CC=C1)(C(C)(C)C)C(C)(C)C)C(C)(C)C